(E)-3-methylpent-2-ene C\C(=C/C)\CC